1-(4-(5-(chlorodifluoromethyl)-1,2,4-oxadiazol-3-yl)phenyl)-2-(4-fluorophenoxy)ethan-1-one ClC(C1=NC(=NO1)C1=CC=C(C=C1)C(COC1=CC=C(C=C1)F)=O)(F)F